ethyl (Z)-2-(2,2-difluoroethoxy)-3-(dimethylamino)prop-2-enoate FC(CO\C(\C(=O)OCC)=C/N(C)C)F